N-(4-Methyl-2-pyridyl)-4-(4,4,5,5-tetramethyl-1,3,2-dioxaborolan-2-yl)benzamide CC1=CC(=NC=C1)NC(C1=CC=C(C=C1)B1OC(C(O1)(C)C)(C)C)=O